BrC=1C(=C(C=CC1)N1C=NC2=CC=C(C=C2C1=O)F)CO[Si](C)(C)C(C)(C)C 3-(3-bromo-2-(((tert-butyldimethylsilyl)oxy)methyl)phenyl)-6-fluoroquinazolin-4(3H)-one